Sodium (2S)-2-((2S)-2-((((2-(tert-butoxycarbonyl)-2-azaspiro[3.4]octan-6-yl)oxy)carbonyl)amino)-4-methylpentanamido)-1-hydroxy-3-((R)-2-oxopyrrolidin-3-yl)propane-1-sulfonate C(C)(C)(C)OC(=O)N1CC2(C1)CC(CC2)OC(=O)N[C@H](C(=O)N[C@H](C(S(=O)(=O)[O-])O)C[C@@H]2C(NCC2)=O)CC(C)C.[Na+]